C(C)(C)(C)OC(=O)N1CC2(CC2C1)C=O.C(C)(C)(C)C1=C(C=C(C=C1)CC(=O)NC1=CC(=NC=C1)C(=O)NC(C#C)(C)C)O 4-[[2-(4-tert-butyl-3-hydroxy-phenyl)acetyl]amino]-N-(1,1-dimethylprop-2-ynyl)pyridine-2-carboxamide tert-butyl-1-formyl-3-azabicyclo[3.1.0]hexane-3-carboxylate